Cyclopropyl-3,5-difluoro-4-iodobenzene-1,2-diamine C1(CC1)C=1C(=C(C(=C(C1N)N)F)I)F